FC=1C(=NC=C(C1)[N+](=O)[O-])N1C=NC(=C1)C1(SCCC1)C 3-fluoro-2-(4-(2-methyltetrahydrothiophen-2-yl)-1H-imidazol-1-yl)-5-nitropyridine